(2-aminoethyl)-3-(2-(methylsulfonyl)ethyl)urea NCCNC(=O)NCCS(=O)(=O)C